O1CCC(CC1)CN1C[C@@H]2[C@H](C1)CC(C2)NC=2N=NC(=CC2)C2=C(C(=CC(=C2)F)F)F (3aR,5s,6aS)-2-((tetrahydro-2H-pyran-4-yl)methyl)-N-(6-(2,3,5-trifluorophenyl)pyridazin-3-yl)octahydrocyclopenta[c]pyrrol-5-amine